3-((2-fluoro-5-((6'-fluoro-1'-methyl-4'-oxo-3',4'-dihydro-1'H-spiro[piperidine-4,2'-quinoline]-1-carboxamido)methyl)phenyl)amino)propanoic acid FC1=C(C=C(C=C1)CNC(=O)N1CCC2(N(C3=CC=C(C=C3C(C2)=O)F)C)CC1)NCCC(=O)O